C(C)(=O)N1CC(C1)(F)C1=CC(=NC=C1)N1N=CC(=C1)S(=O)(=O)NC=1C=CC=C2C=NN(C12)C 1-(4-(1-ACETYL-3-FLUOROAZETIDIN-3-YL)PYRIDIN-2-YL)-N-(1-METHYL-1H-INDAZOL-7-YL)-1H-PYRAZOLE-4-SULFONAMIDE